4-((3-(1-((S)-5,8-dioxaspiro[3.4]octan-1-yl)-1H-pyrazol-4-yl)-2-methoxyphenyl)amino)-6-((S)-spiro[2.3]hexane-1-carboxamido)nicotinamide [C@@H]1(CCC12OCCO2)N2N=CC(=C2)C=2C(=C(C=CC2)NC2=CC(=NC=C2C(=O)N)NC(=O)[C@H]2CC21CCC1)OC